IC1=C(C=2C=CC=C(C2C(=C1)C(=O)O)C(=O)O)C(=O)O 2-iodo-1,4,5-naphthalenetricarboxylic acid